2-(6,8-Dioxo-2,7-diazaspiro[4.5]dec-2-yl)thiazole-5-carboxylic acid methyl ester COC(=O)C1=CN=C(S1)N1CC2(CC1)C(NC(CC2)=O)=O